(S)-2-((3r,5r)-3,5-dimethylpiperazin-1-yl)-N-(3-(2-((2-fluoro-3-(methylsulfonyl)phenyl)amino)-5-methylpyrimidin-4-yl)-1H-indol-7-yl)-3-methoxypropionamide C[C@@H]1CN(C[C@H](N1)C)[C@H](C(=O)NC=1C=CC=C2C(=CNC12)C1=NC(=NC=C1C)NC1=C(C(=CC=C1)S(=O)(=O)C)F)COC